tert-butyl 3-(2-(3-((2-((S)-2-acetamido-4-(tert-butoxy)-4-oxobutanamido)-2-(2-methyloxazol-4-yl)acetamido)methyl)-4-methylphenoxy)ethyl)piperidine-1-carboxylate C(C)(=O)N[C@H](C(=O)NC(C(=O)NCC=1C=C(OCCC2CN(CCC2)C(=O)OC(C)(C)C)C=CC1C)C=1N=C(OC1)C)CC(=O)OC(C)(C)C